N1(CCOCC1)C(=O)C1=NC(=CC2=C1NC1=CC=CC=C21)C(=O)OC Methyl 1-(morpholine-4-carbonyl)-9H-pyrido[3,4-b]indole-3-carboxylate